tert-butyl 2-(3-chloro-5-(pyrimidin-2-yl)phenyl)-2-oxoacetate ClC=1C=C(C=C(C1)C1=NC=CC=N1)C(C(=O)OC(C)(C)C)=O